C1(CC1)C(=O)N1C2CN(CC1CC2)C=2C1=C(N=CN2)NC(=C1)C=1C=NN(C1)C cyclopropyl(3-(6-(1-methyl-1H-pyrazol-4-yl)-7H-pyrrolo[2,3-d]pyrimidin-4-yl)-3,8-diazabicyclo[3.2.1]octan-8-yl)methanone